ClC1=C(C=C(C=2C3=C(N(C12)C)[C@@H](CNC(C3)=O)CC(C)(C)O)CC#N)Cl |r| racemic-2-(7,8-dichloro-5-(2-hydroxy-2-methylpropyl)-6-methyl-2-oxo-1,2,3,4,5,6-hexahydroazepino[4,5-b]indol-10-yl)acetonitrile